N-(tert-butoxycarbonyl)pyrrolidine C(C)(C)(C)OC(=O)N1CCCC1